[(3aR,7aS)-5-[1-(2,2-difluoroethyl)-1H-pyrazolo[3,4-b]pyrazin-6-yl]-octahydro-1H-pyrrolo[3,4-c]pyridin-2-yl]-3-(trifluoromethyl)pyridine FC(CN1N=CC=2C1=NC(=CN2)N2C[C@H]1[C@H](CC2)CN(C1)C1=NC=CC=C1C(F)(F)F)F